N',4-dihydroxy-1,2,5-oxadiazole-3-carboximidamide ON=C(N)C1=NON=C1O